C1C=C[C@@H]([C@H](C1=O)[NH3+])C(=O)[O-] The molecule is an amino acid zwitterion, obtained by transfer of a proton from the carboxylic acid group to the amino group of (1S,6R)-6-amino-5-oxocyclohex-2-ene-1-carboxylic acid. It is an enantiomer of a (1R,6S)-6-ammonio-5-oxocyclohex-2-ene-1-carboxylate. It is a tautomer of a (1S,6R)-6-amino-5-oxocyclohex-2-ene-1-carboxylic acid.